BrC1=CC=C(N(C2=CC=CC=C2)CC2CC2)C=C1 4-bromo-N-(cyclopropylmethyl)-N-phenyl-aniline